C=C1C(NC(C(N1)=O)=CC=1N=CNC1C(C)(C)C)=O methylene-6-((5-(tert-butyl)-1H-imidazol-4-yl)methylene)piperazine-2,5-dione